methyl (R)-4-(5-fluoro-4-((R)-1-fluoroethyl) pyridin-3-yl)-2-(fluoromethyl)-5-oxo-1,4,5,7-tetrahydrofuro[3,4-b]pyridine-3-carboxylate FC=1C(=C(C=NC1)[C@@H]1C2=C(NC(=C1C(=O)OC)CF)COC2=O)[C@@H](C)F